5-(7-{[(4-iodophenyl)methyl](methyl)amino}-2,5-dimethylpyrazolo[1,5-a]pyrimidin-3-yl)-N,N,4-trimethylpyridin-2-amine IC1=CC=C(C=C1)CN(C1=CC(=NC=2N1N=C(C2C=2C(=CC(=NC2)N(C)C)C)C)C)C